[Nb].[Sn](=O)=O tin dioxide niobium